3-bromo-4-chloro-5-(2,2-difluoroethyl)-7H-pyrrolo[2,3-b]pyridine BrC1=CN=C2NC=C(C(=C21)Cl)CC(F)F